FC1=CC=C(C=C1)[C@H]1N(CCC2=CC=CC=C12)C(=O)N (R)-1-(4-fluorophenyl)-3,4-dihydroisoquinolin-2(1H)-carboxamide